N,N-didodecylhydroxylamine C(CCCCCCCCCCC)N(O)CCCCCCCCCCCC